4-(6-fluoro-5-methoxypyridin-2-yl)tetrahydro-2H-pyran-4-ol FC1=C(C=CC(=N1)C1(CCOCC1)O)OC